Cyclopropyl ((((1S,4R)-4-(2-amino-6-methoxy-9H-purin-9-yl)cyclopent-2-en-1-yl)methoxy)(phenoxy)phosphoryl)-L-alaninate NC1=NC(=C2N=CN(C2=N1)[C@H]1C=C[C@H](C1)COP(=O)(OC1=CC=CC=C1)N[C@@H](C)C(=O)OC1CC1)OC